NC1=NC=2C=CC(=CC2C2=C1[C@@H](OC2)C)C(=O)N(CC2=NC=C(C=C2)C(F)(F)F)CC (3S)-4-amino-N-ethyl-3-methyl-N-((5-(trifluoromethyl)-2-pyridinyl)methyl)-1,3-dihydrofuro[3,4-c]quinoline-8-carboxamide